C(C)(=O)ON=C(CCC(=O)[O-])C(=O)C=1C=CC=2N(C3=CC=C(C=C3C2C1)C(C1=C(C=CC=C1)C)=O)CC 4-acetoxyimino-5-[9-ethyl-6-(2-methylbenzoyl)-9H-carbazole-3-yl]-5-oxopentanoate